N-(1,1-dioxido-2-(4-(trifluoromethyl)phenyl)-3,4-dihydro-2H-benzo[b][1,4,5]oxathiazepin-8-yl)-4-methylnicotinamide O=S1(C2=C(OCCN1C1=CC=C(C=C1)C(F)(F)F)C=CC(=C2)NC(C2=CN=CC=C2C)=O)=O